2-(2-chloro-3-(6-(1-methylcyclopropoxy)-9-((4-methylpyridin-2-yl)methyl)-9H-purin-8-yl)phenoxy)-N,N-dimethylethan-1-amine ClC1=C(OCCN(C)C)C=CC=C1C=1N(C2=NC=NC(=C2N1)OC1(CC1)C)CC1=NC=CC(=C1)C